(3R)-N-{6-ethoxy-7-methoxy-1H,2H,3H-cyclopenta[b]quinolin-9-yl}piperidin-3-amine C(C)OC=1C(=CC=2C(=C3C(=NC2C1)CCC3)N[C@H]3CNCCC3)OC